N-(1-(3-(2,4-Difluoro-3-hydroxy-5-(trifluoromethyl)phenyl)-1-methyl-1H-pyrazolo[3,4-d]pyrimidin-6-yl)piperidin-4-yl)acetamide FC1=C(C=C(C(=C1O)F)C(F)(F)F)C1=NN(C2=NC(=NC=C21)N2CCC(CC2)NC(C)=O)C